trans-N1-(3-(1-cyclopropyl-1H-pyrazol-4-yl)phenyl)-N4-(2-hydroxyethyl)-N1-((trans-4-(4-methoxy-3-methylphenyl)cyclohexyl)methyl)cyclohexane-1,4-dicarboxamide C1(CC1)N1N=CC(=C1)C=1C=C(C=CC1)N(C(=O)[C@@H]1CC[C@H](CC1)C(=O)NCCO)C[C@@H]1CC[C@H](CC1)C1=CC(=C(C=C1)OC)C